FC1=C(C(=O)O)C=CC(=C1)N=[N+]=[N-] 2-fluoro-para-azidobenzoic acid